C(C)C1(NC(=NC(=C1)C)N)N 4-ethyl-6-methylpyrimidine-2,4-diamine